tert-butyl 4-(6-methyl-7-(8-methyl-[1,2,4]triazolo[1,5-a]pyridin-6-yl)-9H-carbazol-3-yl)piperidine-1-carboxylate CC=1C=C2C=3C=C(C=CC3NC2=CC1C=1C=C(C=2N(C1)N=CN2)C)C2CCN(CC2)C(=O)OC(C)(C)C